2-(1,3-benzodioxol-5-yl)ethanamine O1COC2=C1C=CC(=C2)CCN